methyl (E)-2-{2-[6-Chloropyrimidin-4-yloxy] phenyl}-3-methoxyacrylate ClC1=CC(=NC=N1)OC1=C(C=CC=C1)/C(/C(=O)OC)=C\OC